FC1=CC=C(C=C1)[C@H]1[C@@H](C1)NC([O-])=O ((1R,2S)-2-(4-Fluorophenyl)cyclopropyl)carbamate